N-(1'-(6-(3-cyanoazetidin-1-yl)-4-methylpyridin-2-yl)-1',2'-dihydrospiro[cyclopropane-1,3'-pyrrolo[3,2-c]pyridin]-6'-yl)acetamide C(#N)C1CN(C1)C1=CC(=CC(=N1)N1CC2(C=3C=NC(=CC31)NC(C)=O)CC2)C